(2S)-2-(2,3-Dimethylphenyl)-2,5-dihydro-1H-pyrrole hydrochloride Cl.CC1=C(C=CC=C1C)[C@H]1NCC=C1